4-(3-fluorobenzyl)-pyrrolo[1,2-b]pyridazine-2-carboxamide FC=1C=C(CC=2C=3N(N=C(C2)C(=O)N)C=CC3)C=CC1